C(C)(C)(C)NC(=O)C=1N=NN(C1)C(C(N[C@@H](C[C@H]1C(NCC1)=O)C(COC(F)(F)F)=O)=O)CC(C)C N-(tert-butyl)-1-(4-methyl-1-oxo-1-(((S)-3-oxo-1-((S)-2-oxopyrrolidin-3-yl)-4-(trifluoromethoxy)butan-2-yl)amino)pentan-2-yl)-1H-1,2,3-triazole-4-carboxamide